D-(+)-ALPHA-METHYLBENZYLISOCYANIDE C[C@H](C1=CC=CC=C1)[N+]#[C-]